2-(((3-fluoro-4-oxocyclohexyl)-λ2-azaneyl)carbonyl)benzoic acid FC1CC(CCC1=O)[N]C(=O)C1=C(C(=O)O)C=CC=C1